(E)-2,2-difluoro-4-(3,5-difluorophenyl)but-3-enamide FC(C(=O)N)(\C=C\C1=CC(=CC(=C1)F)F)F